4-(4-(2',5'-Dimethoxy-[1,1-biphenyl]-4-yl)-1H-1,2,3-triazol-1-yl)picolinic acid COC1=C(C=C(C=C1)OC)C1=CC=C(C=C1)C=1N=NN(C1)C1=CC(=NC=C1)C(=O)O